ClC=1C=C(NC2=C(C=NC3=CC(=C(C=C23)N=C2N(CCC2)C)OCC)C#N)C=CC1OCC1=NC=CC=C1 4-[3-chloro-4-(2-pyridylmethoxy)anilino]-7-ethoxy-6-[(1-methyl-2-pyrrolidinylidene)amino]-3-quinolinecarbonitrile